1,2-dimyristoyl-RAC-glycerol C(CCCCCCCCCCCCC)(=O)OC[C@H](OC(CCCCCCCCCCCCC)=O)CO |r|